(3-(3-(2,3-dichlorophenyl)-1H-pyrazolo[3,4-b]pyrazin-6-yl)-3-azabicyclo[4.1.0]heptan-7-yl)methanamine ClC1=C(C=CC=C1Cl)C1=NNC2=NC(=CN=C21)N2CC1C(C1CC2)CN